4-((4-bromobenzyl)amino)benzo[d]isothiazole 1,1-Dioxide BrC1=CC=C(CNC2=CC=CC3=C2C=NS3(=O)=O)C=C1